1-{4-[(2-{3-[(4-methanesulfonyl-2-methoxyphenyl)amino]prop-1-yn-1-yl}-1-(2,2,2-trifluoroethyl)-1H-indol-4-yl)amino]piperidin-1-yl}-2-methoxyethan-1-one CS(=O)(=O)C1=CC(=C(C=C1)NCC#CC=1N(C2=CC=CC(=C2C1)NC1CCN(CC1)C(COC)=O)CC(F)(F)F)OC